FC1=C(C=CC(=C1)OCC#C)N1CCNCC1 1-(2-fluoro-4-(prop-2-yn-1-yloxy)phenyl)piperazine